C(C1=CC=CC=C1)(=O)C1=CN=C(S1)N 5-benzoyl-1,3-thiazol-2-amine